(5-Fluoro-1H-pyrazolo[3,4-b]pyridin-3-yl)((5R,9S)-2-methyl-3-(1-methyl-3-(trifluoromethyl)-1H-pyrazol-5-yl)-4,5,6,7,8,9-hexahydro-2H-5,9-epiminocycloocta[c]pyrazol-10-yl)methanone FC=1C=C2C(=NC1)NN=C2C(=O)N2[C@H]1CC=3C(=NN(C3C3=CC(=NN3C)C(F)(F)F)C)[C@@H]2CCC1